6-(4-((2-fluorophenyl)amino)-3-isopropyl-3H-imidazo[4,5-c]pyridin-6-yl)-1-((1s,3s)-3-(piperidin-1-yl)cyclobutyl)spiro[indoline-3,4'-piperidin]-2-one FC1=C(C=CC=C1)NC1=NC(=CC2=C1N(C=N2)C(C)C)C2=CC=C1C(=C2)N(C(C12CCNCC2)=O)C2CC(C2)N2CCCCC2